NC1=C(C=C(C=C1)C1=C2CN(C(C2=CC=C1)=O)CC(C(=O)N)=C)Cl 2-[[4-(4-amino-3-chloro-phenyl)-1-oxo-isoindolin-2-yl]methyl]prop-2-enamide